[4,4-diethyl-1-[1-[3-[(6-fluoro-2,2-dimethyl-chroman-4-yl)carbamoyl]phenyl]-3-morpholin-4-ium-4-yl-propyl]-6-oxo-hexahydropyrimidin-2-ylidene]ammonium C(C)C1(NC(N(C(C1)=O)C(CC[NH+]1CCOCC1)C1=CC(=CC=C1)C(NC1CC(OC2=CC=C(C=C12)F)(C)C)=O)=[NH2+])CC